C7-chloro-8-fluoro-2-(methylthio)pyrido[4,3-d]pyrimidin-4-ol ClC1=C(C=2N=C(N=C(C2C=N1)O)SC)F